C(C)(=O)C1=C(C=NC(=C1F)NCC1=CC=C(C=C1)OC)C=1C(=NC(=CC1)C(F)(F)F)C(=O)N (4-acetyl-5-fluoro-6-((4-methoxybenzyl)amino)pyridin-3-yl)-6-(trifluoromethyl)picolinamide